FC=1C(=C(C=C(C1)F)C1CCN(CC1)C(=O)C1=NNC2=C1CN(CC2)CCOC)C(F)(F)F (4-(3,5-difluoro-2-(trifluoromethyl)phenyl)piperidin-1-yl)(5-(2-methoxyethyl)-4,5,6,7-tetrahydro-1H-pyrazolo[4,3-c]pyridin-3-yl)methanone